ClC=1C=C(C=C(C1F)Cl)C1(CC(=NO1)C1=CC(=C(C(=O)OC)C=C1)C)C(F)(F)F methyl 4-[5-(3,5-dichloro-4-fluoro-phenyl)-5-(trifluoromethyl)-4H-isoxazol-3-yl]-2-methyl-benzoate